1-(7-(4-chlorobenzyl)-2,7-diazaspiro[4.4]nonane-2-carbonyl)-N-methyl-1H-pyrazole-3-carboxamide ClC1=CC=C(CN2CC3(CCN(C3)C(=O)N3N=C(C=C3)C(=O)NC)CC2)C=C1